CCCCCCCCCCCCCCCCCCCCCCCCC(C(=O)N[C@@H](CO)[C@@H]([C@@H](CCCCCCCCCCC(C)C)O)O)O The molecule is a N-acyl-4-hydroxy-15-methylhexadecasphinganine in which the acyl group has 26 carbons and 0 double bonds and is 2-hydroxylated. It derives from a 15-methylhexadecaphytosphingosine.